2-(trifluoro-methyl)-pyridin FC(C1=NC=CC=C1)(F)F